[1-[4-[methyl(tetra-hydropyran-4-yl)amino]-5-oxido-6,7-dihydro-thieno[3,2-d]pyrimidin-5-ium-2-yl]azetidin-3-yl] benzoate C(C1=CC=CC=C1)(=O)OC1CN(C1)C=1N=C(C2=C(N1)CC[S+]2[O-])N(C2CCOCC2)C